FC(C=1C=CC(=NC1)C1[C@H]2CN(C[C@@H]12)C(=O)C1=COC=2N=CN=C(C21)N)(F)F 5-[(1R,5S-6S)-6-[5-(Trifluoromethyl)pyridin-2-yl]-3-Azabicyclo[3.1.0]Hexane-3-Carbonyl]Furo[2,3-d]Pyrimidin-4-Amine